(CIS)-N-(cyclobutylmethyl)-2-((((CIS)-4-phenylcyclohexyl)oxy)methyl)-3-(1H-pyrazol-3-yl)piperidine-1-carboxamide C1(CCC1)CNC(=O)N1[C@H]([C@H](CCC1)C1=NNC=C1)CO[C@@H]1CC[C@@H](CC1)C1=CC=CC=C1